4-nosyl chloride S(=O)(=O)(C1=CC=C(C=C1)[N+](=O)[O-])Cl